FC1=CC=C(CC=2C=3N(C4=C(C2)N(CC4(C)C)C(CN4[C@H](CN[C@@H](C4)C)CN4[C@@H](COCC4)C)=O)C=NC3)C=C1 1-(4-(4-fluorobenzyl)-8,8-dimethyl-7,8-dihydro-6H-imidazo[1,5-a]pyrrolo[2,3-e]pyridin-6-yl)-2-((2R,5R)-5-methyl-2-(((R)-3-methylmorpholino)methyl)piperazin-1-yl)ethan-1-one